C(C)(C)(C)OC(=O)N[C@@H](CCCN)C(=O)O tert-butyloxycarbonyl-L-ornithine